Cyclohexyl (1-hydroxy-7-methyl-1,3-dihydrobenzo[c][1,2]oxaborole-6-carbonyl)-L-valinate OB1OCC2=C1C(=C(C=C2)C(=O)N[C@@H](C(C)C)C(=O)OC2CCCCC2)C